N,N'-bis({3-[bis(2-hydroxydodecyl)amino]propyl})-3,3-dimethylpentanediamide OC(CN(CCCNC(CC(CC(=O)NCCCN(CC(CCCCCCCCCC)O)CC(CCCCCCCCCC)O)(C)C)=O)CC(CCCCCCCCCC)O)CCCCCCCCCC